The molecule is a purine ribonucleoside 5'-monophosphate that is AMP substituted at C-2 by a methylthio group and at N-6 by a dimethylallyl group. It is a purine ribonucleoside 5'-monophosphate and an aryl sulfide. It derives from an adenosine 5'-monophosphate. CC(=CCNC1=C2C(=NC(=N1)SC)N(C=N2)[C@H]3[C@@H]([C@@H]([C@H](O3)COP(=O)(O)O)O)O)C